9,11-tetradecadiEnyl-acetate C(CCCCCCCC=CC=CCC)CC(=O)[O-]